CC(CCCCCCCCCCC(=O)OC)CCCCCC 12-Methyl-Octadecanoic Acid, Methyl Ester